COC(C1=C(CN(C(C(C)(C)C)=O)[C@H](C(=O)O)C)C=CC=C1)OC (S)-2-(N-(2-(dimethoxymethyl)benzyl)pivalamidyl)propanoic acid